4-(4-methoxyphenethoxy)phenethyl methanesulfonate CS(=O)(=O)OCCC1=CC=C(C=C1)OCCC1=CC=C(C=C1)OC